C(C#C)OCCOCCO 2-(2-prop-2-ynoxyethoxy)ethanol